OC=1C(=NC=CC1C)C(=O)[O-] hydroxy-4-methylpicolinate